ethyl-(1s,3s)-3-(5-(difluoromethyl)-1H-pyrazol-1-yl)cyclobutan-1-ol C(C)C1(CC(C1)N1N=CC=C1C(F)F)O